C(C)(=O)OCC(COC(C)=O)(COC(C)=O)COC(C)=O pentaerythritol tetra(acetate)